methanamine-d4 C(N[2H])([2H])([2H])[2H]